8-(4-((Tert-butyldiphenylsilyl)oxy)-2-chlorophenyl)-6-chloro-9-((4-chloropyridin-2-yl)methyl)-9H-purine [Si](C1=CC=CC=C1)(C1=CC=CC=C1)(C(C)(C)C)OC1=CC(=C(C=C1)C=1N(C2=NC=NC(=C2N1)Cl)CC1=NC=CC(=C1)Cl)Cl